(2-((2-heptylcyclopentylidene)methoxy)ethyl)benzene C(CCCCCC)C1C(CCC1)=COCCC1=CC=CC=C1